[4-(4-Carboxymethoxy-butylselanyl)-butoxy]-acetic acid C(=O)(O)COCCCC[Se]CCCCOCC(=O)O